(S)-N-(5-(2-amino-[1,2,4]triazolo[1,5-a]pyridin-6-yl)-2-methylpyridin-3-yl)-3-(naphthalen-2-yl)isoxazolidine-2-carboxamide NC1=NN2C(C=CC(=C2)C=2C=C(C(=NC2)C)NC(=O)N2OCC[C@H]2C2=CC3=CC=CC=C3C=C2)=N1